N(=O)C1=CC=C(N)C=C1 L-4-nitrosoaniline